OC(COC1=CC=C(C=C1)CC(=O)OCCCN1CCN(CC1)CCCOC(CC1=CC=C(C=C1)OCC(CCCCCCCCCCCCCCCC)O)=O)CCCCCCCCCCCCCCCC 3-[4-[3-[2-[4-(2-Hydroxyoctadecoxy)phenyl]acetyl]-oxypropyl]piperazin-1-yl]propyl 2-[4-(2-hydroxyoctadecoxy) phenyl]acetate